methyl 3-(((1-(fluoromethyl) cyclopropyl) methyl) amino)-4-nitrobenzoate FCC1(CC1)CNC=1C=C(C(=O)OC)C=CC1[N+](=O)[O-]